2,6-dichloro-5-fluoro-pyridine-3-carboxylic acid ClC1=NC(=C(C=C1C(=O)O)F)Cl